FC1=C(C=CC(=C1)C)S(=O)(=O)NC1=C(C=CC=C1)N1CCN(CC1)C(=O)OC(C)(C)C tert-butyl 4-(2-((2-fluoro-4-methylphenyl)sulfonamido)phenyl)piperazine-1-carboxylate